N[C@H]1CN(CC1)C1=CC=C(C=C1)CS(=O)(=O)NC1=CC=C(C=C1)C1=CC2=C(N=CN=C2N2CCOCC2)N1 (R)-1-(4-(3-aminopyrrolidin-1-yl)phenyl)-N-(4-(4-morpholino-7H-pyrrolo[2,3-d]pyrimidin-6-yl)phenyl)methanesulfonamide